(1R,3S)-3-(3-(3-(2-formyl-3-hydroxyphenyl)isothiazole-5-carboxamido)-1H-pyrazol-5-yl)cyclopentyl isopropylcarbamate C(C)(C)NC(O[C@H]1C[C@H](CC1)C1=CC(=NN1)NC(=O)C1=CC(=NS1)C1=C(C(=CC=C1)O)C=O)=O